(S)-6-(2-amino-6-chloro-5-(4-(2-isopropylmorpholino)phenyl)pyridin-3-yl)-3,4-dihydroisoquinolin-1(2H)-one NC1=NC(=C(C=C1C=1C=C2CCNC(C2=CC1)=O)C1=CC=C(C=C1)N1C[C@@H](OCC1)C(C)C)Cl